CN(CCC[C@H](C(C)C)N1CC2(C1)CN(CC2)C=2N=CN=NC2OC2=C(C(=O)N(C(C)C)CC)C=C(C=C2)F)C (R)-2-((5-(2-(6-(dimethylamino)-2-methylhexan-3-yl)-2,6-diazaspiro[3.4]oct-6-yl)-1,2,4-triazin-6-yl)oxy)-N-ethyl-5-fluoro-N-isopropylbenzamide